(4-fluorophenyl)cyclopropane-1-carboxylic acid FC1=CC=C(C=C1)C1(CC1)C(=O)O